BrC1=C(C=CC(=C1)Cl)C1=NNC(=C1)C(F)(F)F 3-(2-bromo-4-chlorophenyl)-5-(trifluoromethyl)-1H-pyrazole